COCOC=1C(=CC2=CN(N=C2C1)C)C=1N=C2C=CC(=NC2=CC1)C=1C[C@H](N([C@H](C1)C)C(=O)OC(C)(C)C)C tert-butyl (2R,6S)-4-[6-[6-(methoxymethoxy)-2-methylindazol-5-yl]-1,5-naphthyridin-2-yl]-2,6-dimethyl-3,6-dihydro-2H-pyridine-1-carboxylate